{2-Iodo-4-[4-(4-methylpiperazin-1-yl)-benzylamino]-phenyl}-carbamic acid propyl ester C(CC)OC(NC1=C(C=C(C=C1)NCC1=CC=C(C=C1)N1CCN(CC1)C)I)=O